ClC1=NC=C(C(=N1)NC=1C=C2C(CNC(C2=CC1)=O)C)F 6-[(2-chloro-5-fluoro-pyrimidin-4-yl)amino]-4-methyl-3,4-dihydro-2H-isoquinolin-1-one